methyl 3-(9-((4-(((tert-butoxycarbonyl)amino)methyl)-2-((2-ethylhexyl)oxy)phenyl)carbamoyl)-4,5-dihydrobenzo[b]thieno[2,3-d]oxepin-8-yl)-6-(propylcarbamoyl)picolinate C(C)(C)(C)OC(=O)NCC1=CC(=C(C=C1)NC(=O)C1=CC2=C(OCCC3=C2SC=C3)C=C1C=1C(=NC(=CC1)C(NCCC)=O)C(=O)OC)OCC(CCCC)CC